cobalt disalicylaldehyde C(C=1C(O)=CC=CC1)=O.C(C=1C(O)=CC=CC1)=O.[Co]